salicylic acid-4-tert-butylphenyl ester C(C)(C)(C)C1=CC=C(C=C1)OC(C=1C(O)=CC=CC1)=O